5-methyl-5-acryloyloxy-1,3-dioxan-2-one CC1(COC(OC1)=O)OC(C=C)=O